1-(2-(6-(3,4-Dichlorophenylamino)-8-fluoro-3,4-dihydro-1H-carbazol-9(2H)-yl)ethyl)guanidine ClC=1C=C(C=CC1Cl)NC=1C=C2C=3CCCCC3N(C2=C(C1)F)CCNC(=N)N